tert-butyl peroxyacetate (t-butylperoxy acetate) C(C)(C)(C)CC(=O)OO.C(C)(=O)OOC(C)(C)C